(S)-2-amino-3-(4-hydroxy-3-iodophenyl)propionic acid N[C@H](C(=O)O)CC1=CC(=C(C=C1)O)I